6-((R)-3-(2,3-difluorophenyl)isoxazolidin-2-yl)-N-(4-(4-((R)-3,4-dimethylpiperazine-1-yl)piperidin-1-yl)-2-methoxyphenyl)pyrimidin-4-amine FC1=C(C=CC=C1F)[C@@H]1N(OCC1)C1=CC(=NC=N1)NC1=C(C=C(C=C1)N1CCC(CC1)N1C[C@H](N(CC1)C)C)OC